(E)-1-(4-morpholinophenyl)-5-(1-morpholinoethyl)indolizine-7-carboxylic acid O1CCN(CC1)C1=CC=C(C=C1)C=1C=CN2C(=CC(=CC12)C(=O)O)C(C)N1CCOCC1